1-(2,4-Dichloro-phenyl)-5-[4-(5-fluoro-pent-1-ynyl)-phenyl]-4-hydroxymethyl-1H-pyrazole-3-carboxylic acid piperidin-1-ylamide N1(CCCCC1)NC(=O)C1=NN(C(=C1CO)C1=CC=C(C=C1)C#CCCCF)C1=C(C=C(C=C1)Cl)Cl